C1(CC1)C=1C=CC(=NC1F)[C@H](NC(=O)[C@H]1N(C[C@@H](C1)F)C(CN1N=CC(=N1)N(C)C)=O)C1=CC=CC=C1 (2S,4R)-N-[(R)-(5-cyclopropyl-6-fluoropyridin-2-yl)(phenyl)methyl]-1-{2-[4-(dimethylamino)-2H-1,2,3-triazol-2-yl]acetyl}-4-fluoropyrrolidine-2-carboxamide